CCC[C@H](C)OC(=O)/C=C/C1=CC(=C(C=C1)O)O The molecule is an alkyl caffeate ester obtained by the formal condensation of trans-caffeic acid with 2-pentanol. Isolated from the leaves of Piper sanguineispicum, it has been shown to exhibit antileishmanial activity. It has a role as a plant metabolite and an antileishmanial agent. It derives from a pentan-2-ol.